[3-(3-propyl) phenyliminopropyl] benzoate C(C1=CC=CC=C1)(=O)OCCC=NC1=CC(=CC=C1)CCC